COC(=O)C=1N=C(OC1)C=1C(=NC=NC1)NC1=CC(=C(C=C1)OC1=CC2=C(N(C=N2)C)C=C1)C (4-((3-methyl-4-((1-methyl-1H-benzimidazol-5-yl)oxy)phenyl)amino)pyrimidin-5-yl)oxazole-4-carboxylic acid methyl ester